(3-(4-((4-(4-methoxyphenyl)-1H-1,2,3-triazol-1-yl)methyl)phenyl)-1,2,4-oxadiazol-5-yl)pyrrolidine-1-carboxylate COC1=CC=C(C=C1)C=1N=NN(C1)CC1=CC=C(C=C1)C1=NOC(=N1)OC(=O)N1CCCC1